4-(3-bromopropoxy)-7H-furo[3,2-g]chromen-7-one BrCCCOC1=C2C=CC(OC2=CC2=C1C=CO2)=O